3-((2-methoxyethyl)amino)-5-(2-(trifluoromethyl)phenyl)-4H-benzo[e][1,2,4]thiadiazine 1,1-dioxide COCCNC1=NS(C2=C(N1)C(=CC=C2)C2=C(C=CC=C2)C(F)(F)F)(=O)=O